4,7-bis(4-methoxybutyl)-1,3-diiminobenzisoindoline COCCCCC1=C2C(NC(C2=C2C(=C1)C=C(C=C2)CCCCOC)=N)=N